N-methyl-6-[3-(3-methylphenyl)-1H-pyrazol-1-yl]-2-[2-(oxolan-2-yl)ethyl]-N-(oxolan-3-yl)pyrimidin-4-amine CN(C1=NC(=NC(=C1)N1N=C(C=C1)C1=CC(=CC=C1)C)CCC1OCCC1)C1COCC1